6-Fluoro-2,4,8,10-Tetra-tert-butyl-12-methyldi-benz[d,g]-1,3,2-dioxaphosphocin FP1OC2=C(C(C3=C(O1)C(=CC(=C3)C(C)(C)C)C(C)(C)C)C)C=C(C=C2C(C)(C)C)C(C)(C)C